(+/-)-1-oleoyl-2-acetylglycerol CCCCCCCCC=CCCCCCCCC(=O)OCC(CO)OC(=O)C